FC(C=1N=C2N(N=C(C(=C2C)C)N2CC=3C=C(C=NC3CC2)C=2C=NC(=CC2)C)C(C1)=O)F 2-(difluoromethyl)-8,9-dimethyl-7-(3-(6-methylpyridin-3-yl)-7,8-dihydro-1,6-naphthyridin-6(5H)-yl)-4H-pyrimido[1,2-b]pyridazin-4-one